ClC1=CC=C(C=2NC3=C(C=CC=C3C(C12)=O)OC)C(=O)NCCCC(=O)O 4-(1-chloro-5-methoxy-9-oxo-9,10-dihydroacridine-4-carboxamido)butanoic acid